((1S,3R)-3-{3-[2-(2,3-Dihydro-benzo[1,4]dioxin-5-yl)-6-methoxy-pyridin-4-yl]-ureido}-cyclopentyl)-carbamic acid benzyl ester C(C1=CC=CC=C1)OC(N[C@@H]1C[C@@H](CC1)NC(=O)NC1=CC(=NC(=C1)OC)C1=CC=CC=2OCCOC21)=O